1-((3S,4R)-3-(5-chloro-2-(isothiazol-4-ylamino)-7H-pyrrolo[2,3-d]pyrimidin-4-ylamino)-4-fluoropiperidin-1-yl)prop-2-en-1-one ClC1=CNC=2N=C(N=C(C21)N[C@H]2CN(CC[C@H]2F)C(C=C)=O)NC=2C=NSC2